(S)-4-(4-propenoyl-2-methylpiperazin-1-yl)-6-fluoro-7-(2-fluoro-6-(methylthio)phenyl)-1-(2-isopropyl-4-methylpyridin-3-yl)pyrido[2,3-d]pyrimidin-2(1H)-one C(C=C)(=O)N1C[C@@H](N(CC1)C=1C2=C(N(C(N1)=O)C=1C(=NC=CC1C)C(C)C)N=C(C(=C2)F)C2=C(C=CC=C2SC)F)C